(4-(4-(aminomethyl)-1-oxo-1,2-dihydro-phthalazin-6-yl)-1-methyl-1H-pyrazol-5-yl)-5-cyclopropyl-2'-methyl-[1,1'-biphenyl]-4-carbonitrile NCC1=NNC(C2=CC=C(C=C12)C=1C=NN(C1C1=C(C=C(C(=C1)C#N)C1CC1)C1=C(C=CC=C1)C)C)=O